glycyl-L-tyrosine dihydrate O.O.NCC(=O)N[C@@H](CC1=CC=C(C=C1)O)C(=O)O